C(C=C)(=O)N1[C@H](CN(CC1)C1=NC(=NC2=CC(=C(C=C12)C#N)C1=C(C=CC(=C1)N)C)OC[C@H]1N(CCC1)C)CC#N ((S)-4-acryloyl-3-(cyanomethyl)piperazin-1-yl)-7-(5-amino-2-methylphenyl)-2-(((S)-1-methylpyrrolidin-2-yl)methoxy)quinazoline-6-carbonitrile